O[C@H]1[C@@H](CC[C@H](C1)C)C(C)=O (1R,2R,4R)-1-(2-Hydroxy-4-methylcyclohexyl)ethanone